2-((tert-butoxycarbonyl)(prop-2-yn-1-yl)amino)acetic acid C(C)(C)(C)OC(=O)N(CC(=O)O)CC#C